2-(2,2-dimethoxyethylthio)-6-(4-methoxyphenyl)quinoline COC(CSC1=NC2=CC=C(C=C2C=C1)C1=CC=C(C=C1)OC)OC